3-(4-((4-(hydroxymethyl)benzyl)oxy)-1-oxoisoindolin-2-yl)piperidine-2,6-dione OCC1=CC=C(COC2=C3CN(C(C3=CC=C2)=O)C2C(NC(CC2)=O)=O)C=C1